ClC=1C=C(C=CC1C)C12CCNCC2C1 6-(3-Chloro-4-methylphenyl)-3-azabicyclo[4.1.0]heptane